FC1=C(C=C(C=C1)CC1=NNC(C2=CC=CC=C12)=O)C1=CC2=C(NC(=N2)NC(CCC)=O)C=C1 N-(5-(2-fluoro-5-((4-oxo-3,4-dihydrophthalazin-1-yl)methyl)phenyl)-1H-benzoimidazol-2-yl)butyramide